(S)-5-methyl-4-oxo-3-(tritylamino)-2,3,4,5-tetrahydrobenzo[b][1,4]Oxazepine-8-Formic acid CN1C2=C(OC[C@@H](C1=O)NC(C1=CC=CC=C1)(C1=CC=CC=C1)C1=CC=CC=C1)C=C(C=C2)C(=O)O